C(C)OC=1C=CC(=NC1)C=1N(C(=NN1)[C@@H]1C[C@H](C1)NC(=O)C=1C=2C=CC(NC2C=CC1)=O)C1=C(C=CC=C1)F N-(trans-3-(5-(5-ethoxypyridin-2-yl)-4-(2-fluorophenyl)-4H-1,2,4-triazol-3-yl)cyclobutyl)-2-oxo-1,2-dihydroquinoline-5-carboxamide